6-[2-(dimethylamino)-1-hydroxyethyl]-4-(trifluoromethyl)-2,3-dihydro-isoindol-1-one CN(CC(O)C1=CC(=C2CNC(C2=C1)=O)C(F)(F)F)C